methylolphthalimide methyl-2-((1,6-naphthyridine-8-carboxamido)methyl)-5-methylbenzofuran-7-carboxylate COC(=O)C1=CC(=CC=2C=C(OC21)CNC(=O)C=2C=NC=C1C=CC=NC21)C.C(O)C2=C1C(C(=O)NC1=O)=CC=C2